deazapurinone C=1C(N=C2N=CN=C2C1)=O